ClC1=C(C=CC(=N1)NC(=O)[C@H](C(C1CC1)C1CC1)NC(=O)C=1C(=NOC1)CC)C=1C(=NN(C1C)COCC[Si](C)(C)C)C N-[(1S)-1-[[6-chloro-5-[3,5-dimethyl-1-(2-trimethylsilylethoxymethyl)pyrazol-4-yl]-2-pyridyl]carbamoyl]-2,2-dicyclopropyl-ethyl]-3-ethyl-isoxazole-4-carboxamide